1-(2-phenylacetyl)azetidin-3-yl (1-(4-(2,6-dioxopiperidin-3-yl)-3,5-difluorophenyl)azetidin-3-yl)carbamate O=C1NC(CCC1C1=C(C=C(C=C1F)N1CC(C1)NC(OC1CN(C1)C(CC1=CC=CC=C1)=O)=O)F)=O